tert-Butyl 7-(6-chloro-3-(5-(2-(dimethylamino)ethyl)-2-oxooxazolidin-3-yl)-1H-pyrazolo[4,3-c]pyridin-1-yl)-6-methoxy-2,3-dihydro-4H-benzo[b][1,4]oxazine-4-carboxylate ClC1=CC2=C(C=N1)C(=NN2C=2C(=CC1=C(OCCN1C(=O)OC(C)(C)C)C2)OC)N2C(OC(C2)CCN(C)C)=O